3-dimethylaminopropyldiethoxymethylsilane CN(CCC[SiH2]C(OCC)OCC)C